(R)-4-(7-(4-(methoxymethyl)-1-methyl-1H-pyrazol-5-yl)-2-(1H-pyrrolo[2,3-b]pyridin-4-yl)thieno[3,2-d]pyrimidin-4-yl)-3-methylmorpholine COCC=1C=NN(C1C1=CSC2=C1N=C(N=C2N2[C@@H](COCC2)C)C2=C1C(=NC=C2)NC=C1)C